ClC1=CC=C2C(=N1)C=CN2C 5-chloro-1-methyl-1H-pyrrolo[3,2-b]pyridine